CNS(=O)(=O)C1=C(C=C(C=C1)C=1C=NN(C1)C)C N,2-dimethyl-4-(1-methylpyrazol-4-yl)benzenesulfonamide